OC1=NC=C(C=N1)B(O)O 2-HYDROXYPYRIMIDINE-5-BORONIC ACID